FC=1C=C(CNC(=O)C2=CC=C(S2)C2=C(C(=NC(=C2C(=O)N)CC(C)C)CCC2=CC=C(C=C2)F)C(=O)NN)C=CC1F 4-(5-((3,4-difluorobenzyl)carbamoyl)thiophen-2-yl)-6-(4-fluorophenethyl)-5-(hydrazinecarbonyl)-2-isobutylnicotinamide